butyl 3-[1-[[tert-butyl(dimethyl) silyl] oxy methyl]-1-methyl-2-methyl sulfonyloxy-ethoxy]pyrazole-1-carboxylate [Si](C)(C)(C(C)(C)C)OCC(COS(=O)(=O)C)(OC1=NN(C=C1)C(=O)OCCCC)C